C1(=CC=CC=C1)C[C@@H](C)N |r| (R/S)-1-phenylpropan-2-amine